ethyl 6-oxopiperidine-2-carboxylate O=C1CCCC(N1)C(=O)OCC